1-isocyanato-1-(trifluoromethyl)cyclopropane N(=C=O)C1(CC1)C(F)(F)F